methyl 2-(4-((4-(ethoxymethyl)-4-phenethylpiperidin-1-yl)methyl)phenyl)acetate C(C)OCC1(CCN(CC1)CC1=CC=C(C=C1)CC(=O)OC)CCC1=CC=CC=C1